C(CCC)CP(O)O butyl-methylphosphonous acid